[Nb].[Si](=O)=O silicon dioxide niobium